O=C1NCC2=C1SC(=C2)CCC(=O)O 3-(6-oxo-5,6-dihydro-4H-thieno[2,3-c]pyrrole-2-yl)Propionic acid